CC1([C@@H](C[C@]2(CO2)CC1)CN1C=NC2=C1C=C(C=C2)C#N)C (((3s,5r)-6,6-dimethyl-1-oxaspiro[2.5]oct-5-yl)methyl)-1H-benzo[d]imidazole-6-carbonitrile